C(#N)[C@H]1N(CSC1)C(CNC(=O)C1=CC=NC2=CC=C(C=C12)N1CC(C1)C1=CC=C(C=C1)F)=O (R)-N-(2-(4-Cyanothiazolidin-3-yl)-2-oxoethyl)-6-(3-(4-fluorophenyl)-azetidin-1-yl)quinoline-4-carboxamide